C(C1=CC=CC=C1)OC1=C(C=2N(C3=C(C=CC=C13)Br)C=CN2)C#N 5-(Benzyloxy)-9-bromoimidazo[1,2-a]quinoline-4-carbonitrile